ClC=1C=C(C(=NC1)OC(F)F)S(=O)(=O)N(C)CC1=CC(=CC=C1)F 5-chloro-2-(difluoromethoxy)-N-[(3-fluorophenyl)methyl]-N-methyl-pyridine-3-sulfonamide